7-methoxy-2,2-dimethyl-3H-1-benzofuran COC1=CC=CC=2CC(OC21)(C)C